C(C)(C)(C)N=C=NC(C)(C)C di-(tert-butyl)carbodiimide